4-Methoxy-2-(thiazol-5-yl)quinolin-6-amine COC1=CC(=NC2=CC=C(C=C12)N)C1=CN=CS1